C1(CC1)NC1=[N+](C(=CC=C1)C(NC1=CC2=CN(N=C2C=C1OC)C1CCC(CC1)(C)O)=O)[O-] 2-(cyclopropylamino)-6-((2-((1r,4r)-4-hydroxy-4-methylcyclohexyl)-6-methoxy-2H-indazol-5-yl)carbamoyl)pyridine 1-oxide